C12C(CC(CC1)C1CO1)O2 4-epoxycyclohexyl-epoxyethane